(1-(4-methoxyphenyl)-5-phenyl-1H-imidazol-2-yl)(phenyl)methanone COC1=CC=C(C=C1)N1C(=NC=C1C1=CC=CC=C1)C(=O)C1=CC=CC=C1